CN1N=CC(=C1)S(=O)(=O)NC1=NC(=CC(=N1)OC1=C(C=CC=C1)C)C1(CC1)C1=CC=CC=C1 1-methyl-N-[4-(2-methylphenoxy)-6-(1-phenylcyclopropyl)pyrimidin-2-yl]pyrazole-4-sulfonamide